1-[3-(hydroxymethyl)-1-piperidyl]ethanone OCC1CN(CCC1)C(C)=O